ClC=1C=C(C=C(C1)F)NC1=NC=C(C(=N1)NC1=CC=C2CCNCC2=C1)C=1C=NN(C1)CCO 2-(4-(2-(3-chloro-5-fluorophenylamino)-4-(1,2,3,4-tetrahydroisoquinolin-7-ylamino)pyrimidin-5-yl)-1H-pyrazol-1-yl)ethan-1-ol